CN1N=C(C(=C1)C1=CC=C(N=N1)OCC1C[C@@H]2[C@@H](CN(C2)CC2=NC=CC=C2C)C1)C (3aR,6aS)-5-[[6-(1,3-dimethylpyrazol-4-yl)pyridazin-3-yl]oxy-methyl]-2-[(3-methyl-2-pyridyl)methyl]-3,3a,4,5,6,6a-hexahydro-1H-cyclopenta[c]pyrrole